BrC=1C=C(C=CC1NC1=CC=C(C=C1)C(F)(F)F)C1(C(NCC1)=O)C 3-(3-bromo-4-((4-(trifluoromethyl)phenyl)amino)phenyl)-3-methylpyrrolidin-2-one